ClC=1C(=CC(=C(C1)C1=NNC=C1C1=NC2=CC(=CN=C2C=C1)C1=NN2C(CNCC2)=C1)F)F 2-[3-(5-chloro-2,4-difluoro-phenyl)-1H-pyrazol-4-yl]-7-(4,5,6,7-tetrahydropyrazolo[1,5-a]pyrazin-2-yl)-1,5-naphthyridine